COC=1C=C2CCN3C(C2=CC1OC)=C\C(\N(C3=O)CCNC(=O)N)=N/C3=C(C=C(C=C3C)C)C 2-[(2E)-9,10-dimethoxy-4-oxo-2-(2,4,6-trimethylphenyl)imino-6,7-dihydropyrimido[6,1-a]isoquinolin-3-yl]ethylurea